tert-butyl (2R)-2-[5-[[2-(2,6-dioxo-3-piperidyl)-1,3-dioxo-isoindolin-4-yl]amino]pentyl]morpholine-4-carboxylate O=C1NC(CCC1N1C(C2=CC=CC(=C2C1=O)NCCCCC[C@@H]1CN(CCO1)C(=O)OC(C)(C)C)=O)=O